bis(3-mercapto-3-methylbutyl)octanediol SC(CCC(C(O)(O)CCC(C)(S)C)CCCCCC)(C)C